S(=O)(=O)(O)[O-].C(CCCCC)N1C=[N+](C=C1)C 1-hexyl-3-methylimidazolium hydrogensulfate